5-Fluoro-6-(2-methoxyethoxy)-3-(3-{5-[3-(morpholin-4-yl)azetidine-1-carbonyl]-1,3-thiazol-2-yl}-1,2-oxazol-5-yl)-1H-indazole FC=1C=C2C(=NNC2=CC1OCCOC)C1=CC(=NO1)C=1SC(=CN1)C(=O)N1CC(C1)N1CCOCC1